pyridin-2-one oxime N1C(C=CC=C1)=NO